OC1=C(C=C(C=C1C)C(=O)C1=CC=C(C=C1)Br)C (4-bromophenyl) (4-hydroxy-3,5-dimethylphenyl) ketone